6-{6-chloro-4-[(1S,6R)-3,9-diazabicyclo[4.2.1]nonan-3-yl]-8-fluoro-2-{[(2S,4R)-4-methoxy-1-methylpyrrolidin-2-yl]methoxy}quinazolin-7-yl}-4-methyl-5-(trifluoromethyl)pyridin-2-amine ClC=1C=C2C(=NC(=NC2=C(C1C1=C(C(=CC(=N1)N)C)C(F)(F)F)F)OC[C@H]1N(C[C@@H](C1)OC)C)N1C[C@@H]2CC[C@H](CC1)N2